COC=1C=2N(C=C(C1)C=1C=NN(C1C)C1CCN(CC1)[C@H]1CNCC1)N=CC2C#N 4-Methoxy-6-(5-methyl-1-[1-[(3R)-pyrrolidin-3-yl]piperidin-4-yl]pyrazol-4-yl)pyrazolo[1,5-a]pyridine-3-carbonitrile